N-[(1S)-5-[2-(2-aminopyridin-3-yl)-5-(1,3-oxazol-2-yl)imidazo[4,5-b]pyridin-3-yl]-2,3-dihydro-1H-inden-1-yl]-4-(benzyloxy)-3-(1,3-dioxolan-2-yl)benzamide NC1=NC=CC=C1C1=NC=2C(=NC(=CC2)C=2OC=CN2)N1C=1C=C2CC[C@@H](C2=CC1)NC(C1=CC(=C(C=C1)OCC1=CC=CC=C1)C1OCCO1)=O